anthracene-9,10-dicarbaldehyde C1=CC=CC2=C(C3=CC=CC=C3C(=C12)C=O)C=O